(3-(3-((3,4-dichlorophenoxy)methyl)-1,2,4-oxadiazol-5-yl)bicyclo[1.1.1]pentan-1-yl)carbamic acid tert-butyl ester C(C)(C)(C)OC(NC12CC(C1)(C2)C2=NC(=NO2)COC2=CC(=C(C=C2)Cl)Cl)=O